OC[C@@H](CC(C)C)NC1=NC(=NC(=N1)CC(C)C1=CC=C(C=C1)N1C(COCC1)=O)NS(=O)(=O)C N-(4-(((R)-1-hydroxy-4-methylpent-2-yl)amino)-6-(2-(4-(3-oxomorpholino)phenyl)propyl)-1,3,5-triazin-2-yl)methanesulfonamide